5-(4-aminophenyl)-10,15,20-tris(phenyl)porphyrin NC1=CC=C(C=C1)C=1C2=CC=C(N2)C(=C2C=CC(C(=C3C=CC(=C(C=4C=CC1N4)C4=CC=CC=C4)N3)C3=CC=CC=C3)=N2)C2=CC=CC=C2